FC1=C(CN2N=C(N=C2)C(=O)N)C=CC=C1 1-(2-fluorobenzyl)-1H-1,2,4-triazole-3-carboxamide